NC(C(=O)O)CC alpha-aminobutanoic acid